C1(CC1)CCC(=O)N1[C@H]([C@H](CCC1)C1=NNC=C1)CO[C@@H]1CC[C@@H](CC1)C(C)C 3-cyclopropyl-1-((CIS)-2-((((CIS)-4-isopropylcyclohexyl)oxy)methyl)-3-(1H-pyrazol-3-yl)piperidin-1-yl)propan-1-one